potassium hydroxypropyl methacrylate C(C(=C)C)(=O)OCCCO.[K]